O([C@H]1[C@H](O)[C@@H](O)[C@H](O)[C@H](O1)CO)C1=C(C=CC(=C1)COC(=O)OCC)CC1=CC=C(C=C1)CC 2-(4-ethylbenzyl)-5-(ethoxycarbonyloxymethyl)phenyl β-D-glucopyranoside